FC1(CN(CC1)CCCOC1=CC=2N(C=C1)C=CN2)F 7-[3-(3,3-difluoropyrrolidin-1-yl)propoxy]imidazo[1,2-a]pyridin